tolyltriazolepenicillanic acid diphenylmethyl ester C1(=CC=CC=C1)C(C1=CC=CC=C1)OC([C@H]1C(S[C@H]2N1C(C2C=2N=NNC2C2=C(C=CC=C2)C)=O)(C)C)=O